BrC=1N=C(C=2N(C1C(F)(F)F)C=CN2)Br 6,8-dibromo-5-(trifluoromethyl)imidazo[1,2-a]pyrazine